SCCN N-2-mercaptoethylamine